dimethoxydimethyl-silane tert-butyl-(4-((2-butylbenzo[d]oxazol-6-yl)oxy)-2-(fluoromethylene)butyl)carbamate C(C)(C)(C)N(C(O)=O)CC(CCOC1=CC2=C(N=C(O2)CCCC)C=C1)=CF.CO[Si](C)(C)OC